BrC1=CN(C(C=2C=CC=NC12)=O)CC1=C(C=C(C=C1)C1=CC(=NC=C1)C)F 8-Bromo-6-(2-fluoro-4-(2-methylpyridin-4-yl)benzyl)-1,6-naphthyridin-5(6H)-one